5-bromo-N1-cyclopropyl-3-fluorobenzene-1,2-diamine BrC1=CC(=C(C(=C1)NC1CC1)N)F